((2S,4R)-1-benzylazetidine-2,4-diyl)dimethanol C(C1=CC=CC=C1)N1[C@@H](C[C@@H]1CO)CO